2-(1-(2-methoxyethyl)-5-(quinolin-6-yl)-1H-indol-3-yl)-N-(pyridin-2-ylmethyl)acetamide COCCN1C=C(C2=CC(=CC=C12)C=1C=C2C=CC=NC2=CC1)CC(=O)NCC1=NC=CC=C1